C(ON1C(CCC1=O)=O)([O-])=O (2,5-dioxopyrrolidin-1-yl) carbonate